8-((R)-2,3-Dihydroxy-propoxy)-6,6-dimethyl-5,6-dihydro-benzo[b]carbazol-11-one O[C@@H](COC=1C=CC2=C(C(C=3NC4=CC=CC=C4C3C2=O)(C)C)C1)CO